C(C)NC(N(CC1=CC=C(C=C1)C1=NOC(=N1)C(F)(F)F)OC)=O 3-ethyl-1-methoxy-1-[[4-[5-(trifluoromethyl)-1,2,4-oxadiazol-3-yl]phenyl]-methyl]urea